ClC1=NC2=C(C=C(C=C2C=N1)F)C=1C=C(C=CC1)NC(C=C)=O N-(3-(2-chloro-6-fluoroquinazolin-8-yl)phenyl)acrylamide